C(C1=CC=CC=C1)C1N(CCCC1)C 2-benzyl-1-methylpiperidine